3-(((2-cyanopyridin-4-yl)amino)methyl)-4-methyl-N-(3-(4-methyl-1H-imidazol-1-yl)-5-(trifluoromethyl)phenyl)benzamide C(#N)C1=NC=CC(=C1)NCC=1C=C(C(=O)NC2=CC(=CC(=C2)C(F)(F)F)N2C=NC(=C2)C)C=CC1C